C(C)S(=O)(C)=NC1=CC(=NC=N1)N1N=C(N=C1[C@H](C)NC(C1=CC(=CC(=C1)C(F)(F)F)C(F)(F)F)=O)C N-((1S)-1-(1-(6-((ethyl(methyl)(oxo)-λ6-sulfaneylidene)amino)pyrimidin-4-yl)-3-methyl-1H-1,2,4-triazol-5-yl)ethyl)-3,5-bis(trifluoromethyl)benzamide